methyl 2-((3-ethoxy-N-methyl-3-oxopropanamido)methyl)-2-(6-(trifluoromethyl)pyridin-3-yl)butanoate C(C)OC(CC(=O)N(C)CC(C(=O)OC)(CC)C=1C=NC(=CC1)C(F)(F)F)=O